C1(CC1)C(=O)NC1=CC(=C(N=N1)C(=O)NC([2H])([2H])[2H])NC1=C(C(=CC=C1)C1=NC=C(C=N1)OC)OC 6-(cyclopropanecarboxamido)-4-((2-methoxy-3-(5-methoxypyrimidin-2-yl)phenyl)amino)-N-(methyl-d3)pyridazine-3-carboxamide